C1(CC1)[C@]1(C(N(C[C@H]1C)C=1C=2N(C=C(N1)C=1N=C(SC1)C)N=CC2)=O)C#N (3R,4S)-3-cyclopropyl-4-methyl-1-(6-(2-methylthiazol-4-yl)pyrazolo[1,5-a]pyrazin-4-yl)-2-oxopyrrolidine-3-carbonitrile